CC1(CN(CCO1)C(=O)/N=C\1/N(C=CC=C1)C)C 2,2-Dimethyl-N-[(2E)-1-methylpyridin-2(1H)-ylidene]morpholine-4-carboxamide